NC12CN(C(CC1)C2)C(=O)OCC2=CC=CC=C2 benzyl 4-amino-2-azabicyclo[2.2.1]heptane-2-carboxylate